6-amino-9-[(4-bromophenyl)methyl]-2-(ethylsulfonylamino)-N-methyl-8-oxo-N-propyl-purine-7-carboxamide NC1=C2N(C(N(C2=NC(=N1)NS(=O)(=O)CC)CC1=CC=C(C=C1)Br)=O)C(=O)N(CCC)C